CN1CCC(CC1)C1=CC=C(C=C1)C1=CC=C2CNC(C2=C1)=O 6-(4-(1-methylpiperidin-4-yl)phenyl)isoindolin-1-one